N-methyl-tripropylammonium C[N+](CCC)(CCC)CCC